2-((Benzo[d]thiazol-5-ylmethyl)(1-(thiazol-4-yl)ethyl)amino)-2-oxoacetic acid S1C=NC2=C1C=CC(=C2)CN(C(C(=O)O)=O)C(C)C=2N=CSC2